methyl 2,6-dimethyl-1,2,3,4-tetrahydronaphthalene-2-carboxylate CC1(CC2=CC=C(C=C2CC1)C)C(=O)OC